C(C)(C)(C)OC(=O)N[C@H](C(=O)N1[C@@H](C[C@H](C1)O)C(=O)OCC(CC1=CC=C(C=C1)Br)=O)C(C)(C)C 3-(4-bromophenyl)-2-oxopropyl (2S,4R)-1-[(2S)-2-[[(tert-butoxy)carbonyl]amino]-3,3-dimethylbutanoyl]-4-hydroxypyrrolidine-2-carboxylate